5'-methyl-3-(1-methyl-1H-pyrazol-5-yl)-4-pentyl-2'-(prop-1-en-2-yl)-1',2',3',4'-tetrahydro-[1,1'-biphenyl]-2,6-diol CC=1CCC(C(C1)C=1C(=C(C(=CC1O)CCCCC)C1=CC=NN1C)O)C(=C)C